Tert-butyl (4-(2,2,2-trifluoroethoxy)-6-(trifluoromethyl)pyridin-3-yl)carbamate FC(COC1=C(C=NC(=C1)C(F)(F)F)NC(OC(C)(C)C)=O)(F)F